tert-butyl (E)-(1-((2-tosylhydrazono)methyl)-2-oxabicyclo[2.2.2]octan-4-yl)carbamate S(=O)(=O)(C1=CC=C(C)C=C1)N\N=C\C12OCC(CC1)(CC2)NC(OC(C)(C)C)=O